N1N=CC2=CC(=CC=C12)C1=CNC2=NC(=CC=C21)NC(=O)C2CC2 N-(3-(1H-indazol-5-yl)-1H-pyrrolo[2,3-b]pyridin-6-yl)cyclopropanecarboxamide